(1R,4R)-5-[6-bromo-9-(cyanomethyl)-3-ethylsulfanyl-5-fluoro-7,9-dihydrofuro[3,4-f]quinazolin-1-yl]-2,5-diazabicyclo[2.2.1]heptane-2-carboxylic acid tert-butyl ester C(C)(C)(C)OC(=O)N1[C@H]2CN([C@@H](C1)C2)C2=NC(=NC=1C(=C(C3=C(C21)C(OC3)CC#N)Br)F)SCC